N,N'-bis(3,5-di-tert-butyl-4-hydroxy-phenylpropionyl)trimethylenediamide C(C)(C)(C)C=1C=C(C=C(C1O)C(C)(C)C)CCC(=O)[N-]CCC[N-]C(CCC1=CC(=C(C(=C1)C(C)(C)C)O)C(C)(C)C)=O